(2R)-2-(tert-butoxycarbonylamino)butyric acid C(C)(C)(C)OC(=O)N[C@@H](C(=O)O)CC